tert-butyl N-[(2S)-4-carbamoyl-1-(2-chloro-3-[3-[(4-methylbenzenesulfonyl)oxy]propyl]phenoxy)butan-2-yl]carbamate C(N)(=O)CC[C@@H](COC1=C(C(=CC=C1)CCCOS(=O)(=O)C1=CC=C(C=C1)C)Cl)NC(OC(C)(C)C)=O